(2-azabicyclo[2.2.2]octan-2-yl)(7-phenylpyrazolo[1,5-a]pyridin-3-yl)methanone C12N(CC(CC1)CC2)C(=O)C=2C=NN1C2C=CC=C1C1=CC=CC=C1